CN(C=1C=C2CN(C(C2=CC1)=O)C1C(NC(CC1)=O)=O)[C@H]1CC=CCC1NC 3-(5-(methyl-((1S,2S)-6-(methylamino)cyclohex-3-en-1-yl)amino)-1-oxoisoindolin-2-yl)piperidine-2,6-dione